[1-[bis(phenylmethyl)amino]-2-propenyl]lithium C1(=CC=CC=C1)CN(C(C=C)[Li])CC1=CC=CC=C1